O[C@H](COC=1C=C(C=CC1)S(=O)(=O)NC)CNC1COC2(C1)CCN(CC2)S(=O)(=O)C2=CC=1CCCCC1C=C2 3-((2S)-2-hydroxy-3-(8-(5,6,7,8-tetrahydronaphthalen-2-ylsulfonyl)-1-oxa-8-azaspiro[4.5]dec-3-ylamino)propoxy)-N-methylbenzenesulfonamide